COC1=C(C=CC(=C1)OC)CN1CC=2C=NC(=CC2C1)C(F)(F)F 2-[(2,4-dimethoxyphenyl)methyl]-6-(trifluoromethyl)-1,3-dihydropyrrolo[3,4-c]pyridine